ClC=1C=CC(=C(C=NC(C(=O)OC)CC2=CC=C(C=C2)O)C1)O methyl 2-(5-chloro-2-hydroxybenzylidene-amino)-3-(4-hydroxy-phenyl)propanoate